FC[C@H]([C@H](N)C(=O)O)O 4-Fluoro-L-threonine